2-phenyl-isoindoline-1-one C1(=CC=CC=C1)N1C(C2=CC=CC=C2C1)=O